4-{[(1R,5S)-8-(tert-butoxycarbonyl)-8-azabicyclo[3.2.1]octan-3-yl](methyl)amino}-2-ethylindazole-7-carboxylic acid C(C)(C)(C)OC(=O)N1[C@H]2CC(C[C@@H]1CC2)N(C=2C1=CN(N=C1C(=CC2)C(=O)O)CC)C